CN(C(C#CC=O)=O)C N,N-dimethyl-3-formylpropiolamide